3-methyl-4-((5-phenyl-1H-pyrazol-3-yl)amino)phenol CC=1C=C(C=CC1NC1=NNC(=C1)C1=CC=CC=C1)O